tert-butyl ((3R)-1-(6-(1-amino-1-oxopropan-2-yl)pyridazin-3-yl)piperidin-3-yl)(cyclobutylmethyl)carbamate NC(C(C)C1=CC=C(N=N1)N1C[C@@H](CCC1)N(C(OC(C)(C)C)=O)CC1CCC1)=O